tert-Butyl (2S,3R,6R)-3-(((3-fluoro-5-(trifluoromethyl)pyridin-2-yl)amino)methyl)-2,6-dimethylmorpholine-4-carboxylate FC=1C(=NC=C(C1)C(F)(F)F)NC[C@H]1N(C[C@H](O[C@H]1C)C)C(=O)OC(C)(C)C